[N+](=O)([O-])C=1C=C(N(CCC)CCC)C=CC1C(=C)C 3-nitro-4-(prop-1-en-2-yl)-N,N-dipropylaniline